NCCCN(CCCN)CCCCCCCCCCCC N-(3-aminopropyl)-N-dodecyl-1,3-propane-diamine